Methyl 2-[3-(benzyloxymethyl)cyclobutyl]indazole-6-carboxylate C(C1=CC=CC=C1)OCC1CC(C1)N1N=C2C=C(C=CC2=C1)C(=O)OC